N-[[4-methyl-3-(4,4,5,5-tetramethyl-1,3,2-dioxaborolan-2-yl)phenyl]methyl]acetamide CC1=C(C=C(C=C1)CNC(C)=O)B1OC(C(O1)(C)C)(C)C